tert-butyl (2-((4-(2-amino-1H-benzo[d]imidazol-5-yl)-2-(N,N-bis(4-methoxybenzyl)sulfamoyl)-3-(2-(4-methoxybenzyl)-2H-tetrazol-5-yl)phenyl)sulfonyl)ethyl)carbamate NC1=NC2=C(N1)C=CC(=C2)C2=C(C(=C(C=C2)S(=O)(=O)CCNC(OC(C)(C)C)=O)S(N(CC2=CC=C(C=C2)OC)CC2=CC=C(C=C2)OC)(=O)=O)C=2N=NN(N2)CC2=CC=C(C=C2)OC